2-cyano-N-(4-(6-((1-(2-methoxyethyl)-1H-pyrazol-4-yl)amino)pyrimidin-4-yl)phenyl)acetamide C(#N)CC(=O)NC1=CC=C(C=C1)C1=NC=NC(=C1)NC=1C=NN(C1)CCOC